FC=1C=C(C#N)C=C(C1)OC1=CC=C2C(C(C3(CCC(C1=C32)=C)O)(F)F)(F)F 3-fluoro-5-((1,1,2,2-tetrafluoro-8a-hydroxy-6-methylene-1,2,6,7,8,8a-hexahydroacenaphthylen-5-yl)oxy)benzonitrile